C1C(C)S1 propylene monosulfide